C(C)OC(\C=C\C=1C=NC(=CC1)C=O)=O (E)-3-(6-formylpyridin-3-yl)acrylic acid ethyl ester